2-(benzyloxy)-5-chlorophenyl formate C(=O)OC1=C(C=CC(=C1)Cl)OCC1=CC=CC=C1